1,2-diamino-3-methylcyclohexane NC1C(C(CCC1)C)N